ClC1=C(C(=C(C=C1OC)OC)Cl)C1=CC2=C(N=C(N=C2)N[C@@H]2COCC[C@@H]2NC(C=C)=O)C(=N1)N1CC2(C1)COCC2 N-((3S,4S)-3-((6-(2,6-dichloro-3,5-dimethoxyphenyl)-8-(6-oxa-2-azaspiro[3.4]octan-2-yl)pyrido[3,4-d]pyrimidin-2-yl)amino)tetrahydro-2H-pyran-4-yl)acrylamide